5-[5-(2-aminoethyl)pyridin-2-yl]-6-(2-methyl-5-pyridin-2-ylpyrazol-3-yl)oxypyridine-2-carbonitrile NCCC=1C=CC(=NC1)C=1C=CC(=NC1OC=1N(N=C(C1)C1=NC=CC=C1)C)C#N